CC(C)N(C1=CC=CC2=CC=CC=C12)C(C)C N,N-bis(1-methylethyl)-naphthalen-1-amine